C1(CCCC1)N1C(=CC2=C1N=C(N=C2)NC2=NC=C(C=C2)N2CCN(CC2)CC2=CC(=CC=C2)N2C(NC(CC2)=O)=O)C(=O)N(C)C 7-cyclopentyl-2-((5-(4-(3-(2,4-dioxotetrahydropyrimidin-1(2H)-yl)benzyl)piperazin-1-yl)pyridin-2-yl)amino)-N,N-dimethyl-7H-pyrrolo[2,3-d]pyrimidine-6-carboxamide